3-[(benzylamino)methyl]-6-(4-tert-butyl-2-methyl-phenyl)-2-methyl-1H-pyridin-4-one C(C1=CC=CC=C1)NCC1=C(NC(=CC1=O)C1=C(C=C(C=C1)C(C)(C)C)C)C